ClC1=NC2=C(N1CC1=NC=C(C#N)C=C1)C=C(C(=C2)Cl)Cl 6-((2,5,6-trichloro-1H-benzo[d]imidazol-1-yl)methyl)nicotinonitrile